4,4'-[4-methyl-(1,3-phenylene)dioxy]dianiline CC1=C(C=C(C=C1)OC1=CC=C(N)C=C1)OC1=CC=C(N)C=C1